6-Chloro-9-methoxy-1,4,4-trimethyl-8-(1-methylsulfonyl-1H-indol-4-yl)-5H-[1,2,4]triazolo[4,3-a]quinoxaline ClC1=C2NC(C=3N(C2=C(C(=C1)C1=C2C=CN(C2=CC=C1)S(=O)(=O)C)OC)C(=NN3)C)(C)C